N-(6-(3-(3-chloro-4-methoxyphenyl-sulfonamido)-2,6-difluorophenyl)quinazolin-2-yl)pivaloamide ClC=1C=C(C=CC1OC)S(=O)(=O)NC=1C(=C(C(=CC1)F)C=1C=C2C=NC(=NC2=CC1)NC(C(C)(C)C)=O)F